C(N)(O)=O.C(N)(O)=O.C=C1C(C(CCC1)(C)C)C(COC(C(=C)C)=O)C methylene-1-methyl-2-methacryloyloxyethyl-dimethylcyclohexane dicarbamate